(M,S)-4-(4-acryloyl-2-methylpiperazin-1-yl)-7-chloro-6-fluoro-1-(2-isopropyl-4-methylpyridin-3-yl)pyrido[2,3-d]pyrimidin-2(1H)-one C(C=C)(=O)N1C[C@@H](N(CC1)C=1C2=C(N(C(N1)=O)C=1C(=NC=CC1C)C(C)C)N=C(C(=C2)F)Cl)C